(1R,3S,5R)-2-(2-(3-acetyl-5-(5-(methylsulfonyl)pyridin-3-yl)-1H-indazol-1-yl)acetyl)-N-(6-bromo-3-methylpyridin-2-yl)-5-methyl-2-azabicyclo[3.1.0]hexane-3-carboxamide C(C)(=O)C1=NN(C2=CC=C(C=C12)C=1C=NC=C(C1)S(=O)(=O)C)CC(=O)N1[C@@H]2C[C@@]2(C[C@H]1C(=O)NC1=NC(=CC=C1C)Br)C